4,7-bis(3,5-bistrifluoromethylphenyl)thieno[2,3-d]Pyridazine FC(C=1C=C(C=C(C1)C(F)(F)F)C1=C2C(=C(N=N1)C1=CC(=CC(=C1)C(F)(F)F)C(F)(F)F)SC=C2)(F)F